CC=1C(=CSC1)C(=O)[O-] 4-methylthiophene-3-carboxylate